N1,2'-O-dimethyladenosine CN1C(C=2N=CN([C@H]3[C@H](OC)[C@H](O)[C@@H](CO)O3)C2N=C1)=N